C1(=CC=CC=C1)C1(C=CC2=C(O1)C=CC1=CC(=C(C=C12)C(=O)OCCC)O)C1=CC=CC=C1 3,3-diphenyl-8-hydroxy-9-propoxycarbonyl-3H-naphtho[2,1-b]pyran